Potassium Diformate C(=O)[O-].C(=O)[O-].[K+].[K+]